Chromene-3-carboxylic acid methyl ester COC(=O)C=1COC2=CC=CC=C2C1